6,8-bisBromo-2-methyl-3-[2-(D-xylopyranosylamino)phenyl]-4(3H)-quinazolinone BrC=1C=C2C(N(C(=NC2=C(C1)Br)C)C1=C(C=CC=C1)NC1[C@H](O)[C@@H](O)[C@H](O)CO1)=O